C(C)(C)(C)O[C@H](C(=O)O)C1=C(C2=C(N=C(S2)C=2C=C3C(=NN(C3=CC2)C)N2CC(C2)N(C)CCOC)C=C1C)C1=CC=C(C=C1)Cl (S)-2-(tert-butoxy)-2-(7-(4-chlorophenyl)-2-(3-(3-((2-methoxyethyl)(methyl)amino)azetidin-1-yl)-1-methyl-1H-indazol-5-yl)-5-methylbenzo[d]thiazol-6-yl)acetic acid